C(#N)NC1=NC=C(C=C1C#N)C 2-(cyanoamino)-5-methylpyridine-3-carbonitrile